C(C)[C@H]1CN(CCN1CC)C(=O)C=1C=C(CN2C(NC(C3=CC=CC=C23)=O)=O)C=CC1F (S)-1-(3-(3-ethyl-4-ethylpiperazine-1-carbonyl)-4-fluorobenzyl)quinazoline-2,4(1H,3H)-dione